C(C(C(Cl)(Cl)Cl)(F)Cl)(C(F)(F)F)(F)F tetrachlorohexafluorobutane